FC(C=1C=C(N)C=CC1)(F)F meta-trifluoromethyl-aniline